(3R)-4-[6-chloro-2-(methylsulfanyl)pyrimidin-4-yl]3-methylmorpholine phenyl-8-fluoro-7-isopropoxy-2-(tetrahydro-2H-pyran-4-yl)imidazo[1,2-a]pyridine-6-carboxylate C1(=CC=CC=C1)OC(=O)C=1C(=C(C=2N(C1)C=C(N2)C2CCOCC2)F)OC(C)C.ClC2=CC(=NC(=N2)SC)N2[C@@H](COCC2)C